ClC=1C=C(C=CC1)N1CCN(C2=CC=CC=C12)C(CN1CCN(CC1)C)=O 1-(4-(3-chlorophenyl)-3,4-dihydroquinoxalin-1(2H)-yl)-2-(4-methylpiperazin-1-yl)ethan-1-one